CN(CCN1N=C(C(=C1)NC1=NC=C(C(=N1)NCCCN1C(CCCC1)=O)C(F)(F)F)C)C 1-(3-((2-((1-(2-(dimethylamino)ethyl)-3-methyl-1H-pyrazol-4-yl)amino)-5-(trifluoromethyl)pyrimidin-4-yl)amino)propyl)piperidin-2-one